4-(1,3-Dioxoisoindolin-2-yl)-3-hydroxybutyl acetate C(C)(=O)OCCC(CN1C(C2=CC=CC=C2C1=O)=O)O